O(C1=CC=C(C=C1)N1C(C=CC1=O)=O)C1=CC=C(C=C1)N1C(C=CC1=O)=O N,N'-(oxydi-p-phenylene)bismaleimide